CNC=1C(=NC=CC1)NCCCN(CCCCCCCC(=O)OC(CCCCCCCC)CCCCCCCC)CCCCCCCC(OC(CC)CCCCCCCC)=O Heptadecan-9-yl 8-((3-((3-(methylamino)pyridin-2-yl)amino)propyl)(8-oxo-8-(undecan-3-yloxy)octyl)amino)octanoate